Cl.CC12N[C@H](C(C1)C2)CO ((R)-1-methyl-2-azabicyclo[2.1.1]hexan-3-yl)methanol hydrochloride